N-([1,1'-biphenyl]-4-yl)naphthalen-2-amine C1(=CC=C(C=C1)NC1=CC2=CC=CC=C2C=C1)C1=CC=CC=C1